4-(4-(4-(dimethoxymethyl)piperidin-1-yl)-3-fluorophenyl)-3-(tetrahydro-2H-pyran-4-yl)benzopyran-7-ol COC(C1CCN(CC1)C1=C(C=C(C=C1)C1=C(COC2=C1C=CC(=C2)O)C2CCOCC2)F)OC